(S)-4-chloro-3-hydroxy-butanoic acid ethyl ester C(C)OC(C[C@@H](CCl)O)=O